1-(4-bromo-2,6-difluorophenyl)-3-methylimidazolidin-2-one BrC1=CC(=C(C(=C1)F)N1C(N(CC1)C)=O)F